FC1=CC=C2[C@@H]([C@H](COC2=C1)N1C[C@@H](CC1)C#N)NC1=C2C=C(N(C2=CC=C1)COCC[Si](C)(C)C)C(F)(F)F (R)-1-((3R,4S)-7-fluoro-4-((2-(trifluoromethyl)-1-((2-(trimethylsilyl)ethoxy)methyl)-1H-indol-4-yl)amino)chroman-3-yl)pyrrolidine-3-carbonitrile